C(C=C)[C@@]1([C@H]([C@H]2O[C@H]2C1)O)COCC1=CC=C(C=C1)OC (1R,2R,3S,5S)-3-allyl-3-(((4-methoxybenzyl)oxy)methyl)-6-oxabicyclo[3.1.0]hexan-2-ol